(R)-N-(6-(cyclopentylmethoxy)-5-cyclopropylbenzo[d]isoxazol-3-yl)-4-(pyrrolidin-3-yloxy)piperidine-1-sulfonamide C1(CCCC1)COC1=CC2=C(C(=NO2)NS(=O)(=O)N2CCC(CC2)O[C@H]2CNCC2)C=C1C1CC1